(2S,4R)-4-hydroxy-2-methylpiperidine-1-carboxylic acid tert-butyl ester C(C)(C)(C)OC(=O)N1[C@H](C[C@@H](CC1)O)C